OCCOCCN1C=NC(=C1)C(=O)NCCO 1-(2-(2-Hydroxyethoxy)ethyl)-N-(2-hydroxyethyl)-1H-imidazole-4-carboxamide